5-(1-ethoxyvinyl)-2-nitropyridine C(C)OC(=C)C=1C=CC(=NC1)[N+](=O)[O-]